C1(CC1)C1=C(C(=NO1)C1=C(C=CC=C1Cl)Cl)COC1=CC=C2C(=N1)C1(CC1)CC1=C(O2)C=C(C=C1)C(=O)O 2-((5-cyclopropyl-3-(2,6-dichlorophenyl)isoxazol-4-yl)methoxy)-10H-spiro[benzo[6,7]oxepino[3,2-b]pyridine-11,1'-cyclopropane]-7-carboxylic acid